(1r-4r)-N1-Isopropyl-N4-(5-methyl-4-(6-(pyrimidin-5-ylamino)imidazo[1,2-a]pyridin-3-yl)pyrimidin-2-yl)cyclohexane-1,4-diamine C(C)(C)NC1CCC(CC1)NC1=NC=C(C(=N1)C1=CN=C2N1C=C(C=C2)NC=2C=NC=NC2)C